ClC=1C=C2C=NC(=NC2=CC1C1CCN(CC1)C[C@@H](O)C1=C(C(=CC=C1)F)F)NC=1C=NN(C1C)C1CC1 (1S)-2-(4-{6-chloro-2-[(1-cyclopropyl-5-methyl-1H-pyrazol-4-yl)amino]quinazolin-7-yl}piperidin-1-yl)-1-(2,3-difluorophenyl)ethan-1-ol